ClC1=CC=C(C=C1)C=1NC2=CC=CC=C2C1C=C(C#N)C#N 2-[[2-(4-Chlorophenyl)-1H-Indol-3-Yl]Methylene]Malononitrile